ClC1=NC=C(C(=N1)OCC1=CC=C(C=C1)C=1N(C=C(N1)C(F)(F)F)C1COC1)C 2-Chloro-5-methyl-4-[[4-[1-(oxetan-3-yl)-4-(trifluoromethyl)imidazol-2-yl]phenyl]methoxy]pyrimidine